C[C@@H](C[C@H](C)O)O (2S,4S)-Pentan-2,4-diol